3-(1-(2-(3,5-Dimethylphenoxy)ethyl)-1H-benzo[d]imidazol-2-yl)-5-(4-fluorophenyl)isoxazole lithium [Li].CC=1C=C(OCCN2C(=NC3=C2C=CC=C3)C3=NOC(=C3)C3=CC=C(C=C3)F)C=C(C1)C